NC1=NN2C(N=C(C=C2)N2[C@H](C[C@@H](C2)F)C=2C(N(C=C(C2)F)CCCN)=O)=C1C(=O)O 2-amino-5-((2R,4S)-2-(1-(3-aminopropyl)-5-fluoro-2-oxo-1,2-dihydropyridin-3-yl)-4-fluoropyrrolidin-1-yl)pyrazolo[1,5-a]pyrimidine-3-carboxylic acid